N,9,9-triphenyl-9H-fluoren-3-amine C1(=CC=CC=C1)NC=1C=CC=2C(C3=CC=CC=C3C2C1)(C1=CC=CC=C1)C1=CC=CC=C1